Cl.NC(C(=O)N1CCN(CC1)C(=O)NC1=NC(N(C=C1)C1=CC=C(C=C1)CCCN1CC2C(C2C1)CN)=O)(C)C 4-(2-Amino-2-methylpropanoyl)-N-(1-(4-(3-(exo-6-(aminomethyl)-3-azabicyclo[3.1.0]hexan-3-yl)propyl)phenyl)-2-oxo-1,2-dihydropyrimidin-4-yl)piperazine-1-carboxamide Hydrochloride Salt